(R)-4-(4,4-difluoroazepan-1-yl)-2-(3,3-difluoroazetidin-1-yl)-6-methyl-N-(3-(S-methylsulfonimidoyl)phenyl)pyrimidine-5-carboxamide FC1(CCN(CCC1)C1=NC(=NC(=C1C(=O)NC1=CC(=CC=C1)[S@@](=O)(=N)C)C)N1CC(C1)(F)F)F